(4aR,8aS)-6-(6-(3-(trifluoromethyl)phenyl)-2,6-diazaspiro[3.3]heptane-2-carbonyl)hexahydro-2H-pyrido[4,3-b][1,4]oxazin-3(4H)-one FC(C=1C=C(C=CC1)N1CC2(CN(C2)C(=O)N2C[C@@H]3[C@@H](OCC(N3)=O)CC2)C1)(F)F